BrC=1C=CC(=C(C1)C(C)O)C (5-bromo-2-methylphenyl)ethan-1-ol